C1(CCCCC1)C1=CC=C(C=C1)NC=1C2=C(N=C(N1)N1CC(OCC1)C1CC1)C(N(C2)C(C)C)=O (4-cyclohexylphenyl)amino-2-(2-cyclopropylmorpholino)-6-isopropyl-5,6-dihydro-7H-pyrrolo[3,4-d]pyrimidin-7-one